1,2-di-(9Z,12Z-octadecadienoyl)-sn-glycero-3-phospho-(1'-sn-glycerol) CCCCC/C=C\C/C=C\CCCCCCCC(=O)OC[C@H](COP(=O)(O)OC[C@H](CO)O)OC(=O)CCCCCCC/C=C\C/C=C\CCCCC